ClC=1C=C(C(=O)NC2(CC2)CC2CCC(CC2)C2=CC=NC3=CC=C(C=C23)F)C=CC1 3-chloro-N-(1-(((1s,4s)-4-(6-fluoroquinolin-4-yl)cyclohexyl)methyl)cyclopropyl)benzamide